tert-Butyl 2-(2-(2-((3-(2-(2,6-dioxopiperidin-3-yl)-1-oxoisoindolin-4-yl)prop-2-yn-1-yl)oxy)ethoxy)ethoxy)acetate O=C1NC(CCC1N1C(C2=CC=CC(=C2C1)C#CCOCCOCCOCC(=O)OC(C)(C)C)=O)=O